(Z)-2-chloro-1-(2,4,5-trichlorophenyl)vinyl dimethyl phosphate P(=O)(O\C(=C/Cl)\C1=C(C=C(C(=C1)Cl)Cl)Cl)(OC)OC